di-tert-amylamine C(C)(C)(CC)NC(C)(C)CC